C1(CC1)SC=1C(=NC=CC1)NC=1C=C(N=NC1C(NC([2H])([2H])[2H])=O)NC(OC)=O methyl (5-((3-(cyclopropylthio)pyridin-2-yl)amino)-6-((methyl-d3)carbamoyl)pyridazin-3-yl)carbamate